COC=1C=C2CCN(C(C2=CC1OC)C=1SC=CC1)C(CN1C(NC2=CC=CC=C2C1=O)=O)=O 3-[2-[3,4-Dihydro-6,7-dimethoxy-1-(2-thienyl)-2(1H)-isoquinolinyl]-2-oxoethyl]-2,4(1H,3H)-quinazolinedione